2,3-diamino-N-((1r,4r)-4-((2-(4-((4-((R)-4-amino-2-oxopyrrolidin-1-yl)phenyl)sulfonyl)piperazin-1-yl)-6-chloropyridin-4-yl)difluoromethyl)cyclohexyl)propanamide NC(C(=O)NC1CCC(CC1)C(F)(F)C1=CC(=NC(=C1)Cl)N1CCN(CC1)S(=O)(=O)C1=CC=C(C=C1)N1C(C[C@H](C1)N)=O)CN